ClC1=C(C=CC(=C1)OC)C=1SC=C(N1)CC(=O)NCC(=O)O (2-(2-(2-CHLORO-4-METHOXYPHENYL)THIAZOL-4-YL)ACETYL)GLYCINE